Para-aminobenzenesulfonic acid NC1=CC=C(C=C1)S(=O)(=O)O